CN(C(C(=C)N1C=NC2=C(C1=O)C=C(N=C2C=2C=NC=CC2)C=2C=NC(=CC2)C(F)(F)F)=O)C (S)-N,N-dimethyl-2-(4-oxo-8-(pyridin-3-yl)-6-(6-(trifluoromethyl)pyridin-3-yl)pyrido[3,4-d]pyrimidin-3(4H)-yl)acrylamide